FC1=C(C=CC(=C1F)OC1=NC=CC=C1)C1=CN=C2N1C=CN=C2N 3-[2,3-difluoro-4-(2-pyridyloxy)phenyl]imidazo[1,2-a]pyrazin-8-amine